FC(C1=CC=2CNC[C@@H]3N(C2N=C1)CCN(C3)C(=O)OC(C)(C)C)(F)F t-butyl (S)-3-(trifluoromethyl)-6,7,7a,8,10,11-hexahydropyrazino[1,2-a]pyrido[3,2-f][1,4]diazepine-9(5H)-carboxylate